farnesyl pyrophosphate, triammonium salt [NH4+].[NH4+].[NH4+].O(P([O-])(=O)OP(=O)([O-])[O-])CC=C(C)CCC=C(C)CCC=C(C)C